di-(2-hydroxyethyl)ethylenediamine OCCNCCNCCO